piperazinylaminosilicon N1(CCNCC1)N[Si]